CON(C(CC1=CNC2=C1N=CS2)=O)C N-methoxy-N-methyl-2-(4H-pyrrolo[3,2-d]thiazol-6-yl)acetamide